5-(2-(4-chlorophenyl)pyrrolidin-1-yl)-1H-benzo[d]imidazole ClC1=CC=C(C=C1)C1N(CCC1)C1=CC2=C(NC=N2)C=C1